O=C1NC(CCC1C=1C=C(CN2CCN(CC2)C2=CC(=C(C=C2)NC2=NC=C(C(=C2)NC2=C(C(=O)NC)C=CC=C2)C(F)(F)F)OC)C=CC1)=O 2-((2-((4-(4-(3-(2,6-dioxopiperidin-3-yl)benzyl)piperazin-1-yl)-2-methoxyphenyl)amino)-5-(trifluoromethyl)pyridin-4-yl)amino)-N-methylbenzamide